(S)-2-amino-3-(4-fluorophenyl)propionic acid N[C@H](C(=O)O)CC1=CC=C(C=C1)F